FC(C1=CC=C(C=C1)N1CCN(CC1)CCCCCCC=1C=CC=CC1)(F)F 5-(6-(4-(4-(trifluoromethyl)phenyl)piperazin-1-yl)hexyl)benzol